tert-Butyl (2S,3S)-2-methyl-3-[(3,4,5-trifluorophenyl)carbamoyl]pyrrolidine-1-carboxylate C[C@@H]1N(CC[C@@H]1C(NC1=CC(=C(C(=C1)F)F)F)=O)C(=O)OC(C)(C)C